FC1=C(OC=2C(=C(C(=CC2)\C=C(\C2=NN(C=C2)C2=CN=NC=C2)/F)N2CC3(CN(C3)CC)CCC2)C(F)(F)F)C=CC=C1F (Z)-6-(3-(2,3-difluorophenoxy)-6-(2-fluoro-2-(1-(pyridazin-4-yl)-1H-pyrazol-3-yl)vinyl)-2-(trifluoromethyl)phenyl)-2-ethyl-2,6-diazaspiro[3.5]nonane